9,11,13-trifluoro-octadecanoate FC(CCCCCCCC(=O)[O-])CC(CC(CCCCC)F)F